C(C)(C)(C)OC(C[C@@H]1C=2N(C3=C(C(=N1)C1=CC=C(C=C1)CC#CCNO)C(=C(S3)C)C)C(=NN2)C)=O.ClC2=CC=C(C=N2)C(C)=O 1-(6-Chloropyridin-3-yl)ethan-1-one tert-butyl-(R)-2-(4-(4-(4-(hydroxyamino)but-2-yn-1-yl)phenyl)-2,3,9-trimethyl-6H-thieno[3,2-f][1,2,4]triazolo[4,3-a][1,4]diazepin-6-yl)acetate